C(CCCCCCCCCCC)C(CO)CCCCCCCCCCCCCCC 2-dodecyl-1-heptadecanol